1-(2-methoxy-eth-1-yl)-1H-pyrazole COCCN1N=CC=C1